ClC=1C=C(C=CC1C)S(=O)(=O)NC1=CC(=C(C=C1)B1OC(C(O1)(C)C)(C)C)F 3-chloro-N-(3-fluoro-4-(4,4,5,5-tetramethyl-1,3,2-dioxaborolan-2-yl)phenyl)-4-methylbenzenesulfonamide